C(C=C)OC(=O)C1=CC2=C(S1)C=CC(=C2)CP(=O)(OC2=CC=CC=C2)N2[C@@H](CCC2)C(=O)OCCCC butyl (((2-((allyloxy)carbonyl) benzo[b]thiophen-5-yl)methyl)(phenoxy) phosphoryl)-L-prolinate